O=C1C2(C[C@@H]3OC[C@H](N31)C3=CC=CC=C3)CCN(CC2)C2=CC(=NC=N2)C#N 6-[(3'R,7a'S)-5'-oxo-3'-phenyltetrahydro-1H,5'H-spiro[piperidine-4,6'-pyrrolo[2,1-b][1,3]oxazol]-1-yl]pyrimidine-4-carbonitrile